(Z)-11-dodecen-1-yl acetate C(C)(=O)OCCCCCCCCCCC=C